methyl (S)-6-((sec-butylamino)methyl)imidazo[1,2-a]pyridine-8-carboxylate [C@H](C)(CC)NCC=1C=C(C=2N(C1)C=CN2)C(=O)OC